(2R,5S)-5-(((1r,4S)-4-methoxycyclohexyl)methyl)pyrrolidine-1,2-dicarboxylic acid 1-(tert-butyl) 2-methyl ester COC(=O)[C@@H]1N([C@@H](CC1)CC1CCC(CC1)OC)C(=O)OC(C)(C)C